O=C(CC(=O)O)C1=C(C(=C(C(=C1)F)F)F)F 3-oxo-3-(2,3,4,5-tetrafluorophenyl)propionic acid